C[C@@H]1O[C@@H](CN(C1)C1=NC=C(C=N1)C1=C2C=C(C(=CC2=CC2=C1C(OC2)=O)OC)OC)C 9-(2-((2S,6R)-2,6-dimethylmorpholino)pyrimidin-5-yl)-6,7-dimethoxynaphtho[2,3-c]furan-1(3H)-one